(3-cyclopropyl-7-methyl-2-(4-(methylsulfonyl)phenyl)-3H-imidazo[4,5-b]pyridin-5-yl)benzaldehyde C1(CC1)N1C(=NC=2C1=NC(=CC2C)C2=C(C=O)C=CC=C2)C2=CC=C(C=C2)S(=O)(=O)C